ClC=1C(=NN(C1C)C)NC1=NN(C2=CC(=CC=C12)C(C)(C)O)C 2-{3-[(4-chloro-1,5-dimethyl-1H-pyrazol-3-yl)amino]-1-methyl-1H-indazol-6-yl}propan-2-ol